C(=O)([O-])C(O)C(O)C(=O)[O-].C(=O)([O-])C(O)C(O)C(=O)[O-].[Mo+4] molybdenum ditartrate